ClC=1C(=NC=C(C1)F)OC1=CC=C(O[C@@H](C(=O)O)C)C=C1 (R)-2-[4-(3-chloro-5-fluoropyridinyloxy)phenoxy]propionic acid